ICCCCC(CCOCOCC[Si](C)(C)C)=O 7-iodo-1-{[2-(trimethylsilyl)ethoxy]methoxy}heptane-3-one